4-ethynyl-4'-(4-propylcyclohexyl)-1,1'-biphenyl C(#C)C1=CC=C(C=C1)C1=CC=C(C=C1)C1CCC(CC1)CCC